2-((3-Bromo-5-nitropyridin-4-yl)amino)-3,3,3-trifluoropropanoic acid BrC=1C=NC=C(C1NC(C(=O)O)C(F)(F)F)[N+](=O)[O-]